CN(C)[Hf]N(C)C bis(N,N-dimethylamino)hafnium